C(C)(C)(C)C1(CC=2C=C(C(=NC2C=2N1C=C(C(C2)=O)C(=O)O)OC)OCCCOC)C 6-(tert-butyl)-2-methoxy-3-(3-methoxypropoxy)-6-methyl-10-oxo-5,10-dihydro-6H-pyrido[1,2-h][1,7]naphthyridine-9-carboxylic acid